C1=C(C=CC2=CC=CC=C12)S(=O)(=O)NCC(=O)N[C@H](CC1=CC=C(C=C1)C(N)=N)C(=O)N1CCCCC1 |r| Nα-(2-naphthyl-sulphonyl-glycyl)-DL-p-amidinophenylalanyl-piperidine